C1(CCCCC1)CNC1=NNC=C1O ((cyclohexylmethyl)amino)-4-hydroxypyrazole